CC1CN2C(O1)=C(C=N2)S(=O)(NC(C2=CC=CC=C2)(C2=CC=CC=C2)C2=CC=CC=C2)=N 2-methyl-N-trityl-2,3-dihydropyrazolo[5,1-b]oxazole-7-sulfonimidamide